1-(3-((4-((4-([1,2,4]triazolo[1,5-a]pyridin-7-yloxy)-2-(2-hydroxypropan-2-yl)phenyl)amino)-7-methoxyquinazolin-6-yl)oxy)azetidin-1-yl)prop-2-en-1-one N=1C=NN2C1C=C(C=C2)OC2=CC(=C(C=C2)NC2=NC=NC1=CC(=C(C=C21)OC2CN(C2)C(C=C)=O)OC)C(C)(C)O